N-((5-(4-fluorophenyl)-1-((4-fluorophenyl)sulfonyl)-1H-pyrrol-3-yl)methyl)methan-d3-amine FC1=CC=C(C=C1)C1=CC(=CN1S(=O)(=O)C1=CC=C(C=C1)F)CNC([2H])([2H])[2H]